(S)-N-(pyrrolidin-3-yl)methanesulfonamide hydrochloride Cl.N1C[C@H](CC1)NS(=O)(=O)C